7-fluoro-8-((2s,5r)-4-((3-fluorophenyl)(4-fluorophenyl)methyl)-2,5-dimethylpiperazin-1-yl)-5-methyl-6-oxo-5,6-dihydro-1,5-naphthyridine-2-carbonitrile FC=1C(N(C=2C=CC(=NC2C1N1[C@H](CN([C@@H](C1)C)C(C1=CC=C(C=C1)F)C1=CC(=CC=C1)F)C)C#N)C)=O